1-[3-(4,4,5,5-tetramethyl-1,3,2-dioxaborolan-2-yl)phenyl]-4-methoxy-2-phenyl-1H-benzimidazole CC1(OB(OC1(C)C)C=1C=C(C=CC1)N1C(=NC2=C1C=CC=C2OC)C2=CC=CC=C2)C